2,6-di-t-butyl-4-methylphenyl-cyclohexyl-pentaerythritol diphosphite OP(O)OP(O)O.C(C)(C)(C)C1=C(C(=CC(=C1)C)C(C)(C)C)C(O)(C(CO)(CO)CO)C1CCCCC1